C(C)(C)(C)C1=NOC(=N1)C=1C(=NC(=NC1)NC1=CC2=C(C=N1)C=NN2C(C)C)N[C@H](CO)C2=CC=CC=C2 (S)-2-((5-(3-(tert-butyl)-1,2,4-oxadiazol-5-yl)-2-((1-isopropyl-1H-pyrazolo[4,3-c]pyridin-6-yl)amino)pyrimidin-4-yl)amino)-2-phenylethan-1-ol